ClC=1C=C(C=CC1F)C(NC=1C(=NC=CC1)C(F)(F)F)C=1NC(=C(N1)S(=O)(=O)C)C N-[(3-chloro-4-fluorophenyl)-(5-methyl-4-methylsulfonyl-1H-imidazol-2-yl)methyl]-2-(trifluoromethyl)pyridin-3-amine